4-((5-Chloro-4-methoxypyrazolo[1,5-a]pyridin-3-yl)amino)-2-(cyclopropanecarboxamido)-N-(methyl-d3)pyrimidine-5-carboxamide ClC1=C(C=2N(C=C1)N=CC2NC2=NC(=NC=C2C(=O)NC([2H])([2H])[2H])NC(=O)C2CC2)OC